FC1=CC=CC2=C1NC(=N2)C2=CC(=NN2C)NC(=O)C=2C=NC(=CC2)N2CCN(CC2)CCOC N-[5-(7-fluoro-1H-benzimidazol-2-yl)-1-methyl-pyrazol-3-yl]-6-[4-(2-methoxyethyl)piperazin-1-yl]pyridine-3-carboxamide